(R)-8-((3S,5R)-4-acryloyl-3,5-dimethylpiperazin-1-yl)-11-(3-chloro-4-fluorophenyl)-3-morpholino-10-(trifluoromethyl)-3,4-dihydro-2H,6H-[1,4]thiazepino[2,3,4-ij]quinazolin-6-one C(C=C)(=O)N1[C@H](CN(C[C@H]1C)C1=NC(N2C3=C(C(=C(C=C13)C(F)(F)F)C1=CC(=C(C=C1)F)Cl)SC[C@@H](C2)N2CCOCC2)=O)C